CN(C(=O)NC1=C(C=CC(=C1)OC(F)(F)F)C)C1CC2(CN(C2)C(=O)C=2C3=C(N=CN2)C=CS3)C1 1-methyl-3-(2-methyl-5-(trifluoromethoxy)phenyl)-1-(2-(thieno[3,2-d]pyrimidine-4-carbonyl)-2-azaspiro[3.3]heptan-6-yl)urea